difluoropropylene glycol FC(C(C)O)(F)O